S1C(=NC2=C1C=CC=C2)NC(=O)C=2C=CC=C1CCN(CC21)C2=NC(=C(C=C2)C=2C=NN(C2C)CC21CC3CC(CC(C2)C3)C1)C(NS(=O)(=O)C)=O N-(1,3-benzothiazol-2-yl)-2-{6-[(methylsulfonyl)carbamoyl]-5-[5-methyl-1-(tricyclo[3.3.1.13,7]dec-1-ylmethyl)-1H-pyrazol-4-yl]pyridin-2-yl}-1,2,3,4-tetrahydroisoquinoline-8-carboxamide